(S)-(5-(3,5-difluorophenyl)-4,5-dihydro-1H-pyrazol-1-yl)(4-(6-(3,5-dimethyl-1H-1,2,4-triazol-1-yl)-3,5-difluoropyridin-2-yl)piperazin-1-yl)methanone FC=1C=C(C=C(C1)F)[C@@H]1CC=NN1C(=O)N1CCN(CC1)C1=NC(=C(C=C1F)F)N1N=C(N=C1C)C